(±)-trans-N-(3-methylisoquinolin-5-yl)-4-phenylpyrrolidine-3-carboxamide dihydrochloride Cl.Cl.CC=1N=CC2=CC=CC(=C2C1)NC(=O)[C@@H]1CNC[C@H]1C1=CC=CC=C1 |r|